N-[(1R,6S)-2,2-difluoro-6-{(3S)-3-[methyl(propan-2-yl)amino]pyrrolidin-1-yl}cyclohexyl]-4-{5-[(1S,2S)-2-fluorocyclopropyl]-1,2,4-oxadiazol-3-yl}-4-methylpiperidine-1-carboxamide FC1([C@@H]([C@H](CCC1)N1C[C@H](CC1)N(C(C)C)C)NC(=O)N1CCC(CC1)(C)C1=NOC(=N1)[C@H]1[C@H](C1)F)F